NC=1SC=C(N1)C(C(=O)O)(F)F 2-(2-amino-1,3-thiazol-4-yl)-2,2-difluoroacetic acid